The molecule is a steroid C-21 acid having a 29-nordammarane skeleton substituted with an acetoxy group at C-16 and oxo groups at C-3 and -7, with double bonds at C-1, -17(20) and -24. It has a role as a mycotoxin, an antibacterial agent and a fungal metabolite. It is a steroid acid, a monocarboxylic acid, a 3-oxo-Delta(1) steroid and an acetate ester. It is a conjugate acid of a helvolate. It derives from a hydride of a dammarane. C[C@H]1[C@@H]2[C@@H](C(=O)[C@]3([C@H]([C@]2(C=CC1=O)C)CC[C@@H]\\4[C@@]3(C[C@@H](/C4=C(/CCC=C(C)C)\\C(=O)O)OC(=O)C)C)C)OC(=O)C